CC1=C2NCC(NC2=CC=C1)=O 5-methyl-1,2,3,4-tetrahydroquinoxalin-2-one